BrC=1C=CC(=NC1NC(C)C(N)=O)C(=O)OC methyl 5-bromo-6-((1-carbamoylethyl)amino)pyridine-2-carboxylate